trichlorohydantoin ClC1C(N(C(N1Cl)=O)Cl)=O